C[C@H](C(CCC(C)C)NC(=O)OC(C)(C)C)S(=O)(=O)O (R)-1,5-dimethyl-sulfo-2-(N-Boc-amino)hexane